Tert-Butyl 5-(O-Benzyl-N-((Benzyloxy)Carbonyl)-L-Threonyl)-1-Oxo-2,5,8-Triazaspiro[3.5]Nonane-8-Carboxylate C(C1=CC=CC=C1)O[C@@H]([C@H](NC(=O)OCC1=CC=CC=C1)C(=O)N1C2(CNC2=O)CN(CC1)C(=O)OC(C)(C)C)C